Cl.C(C)O[C@@H]1CNCC[C@@H]1O |r| (+/-)-Cis-3-ethoxypiperidin-4-ol HCl salt